butyl ((2-(2,2,2-trifluoroethoxy)pyrimidin-4-yl)methyl)carbamate FC(COC1=NC=CC(=N1)CNC(OCCCC)=O)(F)F